2-amino-2-(4-((tert-butoxycarbonyl)amino)cyclohexyl)acetic acid NC(C(=O)O)C1CCC(CC1)NC(=O)OC(C)(C)C